C(C)OC(=O)N1[C@H](CN(CC1)CC1=C(C(=CC(=C1)C)NC=1OC(=NN1)[C@@H](C)O)C)C (2S)-4-[[3-[[5-[(1R)-1-hydroxyethyl]-1,3,4-oxadiazol-2-yl]amino]-2,5-dimethyl-phenyl]methyl]-2-methyl-piperazine-1-carboxylic acid ethyl ester